FC=1C=C2N=CC=3N(C(N4C5(COC(=C2C34)C1)CCC5)=O)C 6'-fluoro-2'-methyl-1'-oxo-1',2'-dihydro-9'H-8'-oxa-2',4',10a'-triazaspiro[cyclobutane-1,10'-naphtho[2,1,8-cde]azulen]